N,N'-bis(2-aminoethyl)ethylenediamine NCCNCCNCCN